N-decanoyl-L-cysteine C(CCCCCCCCC)(=O)N[C@@H](CS)C(=O)O